BrC1=C(C=C(C(=C1)C#C[Si](C)(C)C)Br)C#C[Si](C)(C)C 1,4-dibromo-2,5-bis(trimethylsilylethynyl)benzene